5-[4-(2-cyclopentylsulfanyl-3-pyridyl)phenyl]pentanoic acid C1(CCCC1)SC1=NC=CC=C1C1=CC=C(C=C1)CCCCC(=O)O